FC(C[C@H](C(=O)NC1=NC=CC(=C1)C1=C(C2=NC(=CC(=C2N1)OC)F)C1=NC=CC=C1)C1=CC=C(C=C1)F)F (2S)-4,4-Difluoro-N-{4-[5-fluoro-7-methoxy-3-(pyridin-2-yl)-1H-pyrrolo[3,2-b]pyridin-2-yl]pyridin-2-yl}-2-(4-fluorophenyl)butanamid